BrC1=C(C=C(C=C1)CNC(C1=C(C=CC(=C1)F)OC)=O)Cl N-[(4-bromo-3-chlorophenyl)methyl]-5-fluoro-2-methoxybenzamide